OC=1C=C(CNC(C2=C(C=C(C=C2)O)O)=O)C=CC1O 2,4-dihydroxybenzoic acid N-(3,4-dihydroxybenzyl) amide